Cl.CC1(CN(CCN1)C1=NC=C(C=N1)C(=O)OCC)C ethyl 2-(3,3-dimethylpiperazin-1-yl)pyrimidine-5-carboxylate hydrochloride